C(CCCCCCC\C=C/CCCCCCCC)(=O)OCCCCCCCC\C=C/CCCCCCCC (Z)-octadec-9-enyl oleate